C(CC)(=O)OCC(COC(C)=O)OC(C)=O glycerol diacetate monopropionate